glycidyl-Eugenol C(C1CO1)C1=C(C(=CC(=C1)CC=C)OC)O